OC[C@H]1N(CC(C1)C1=CC=C(C=C1)C(F)(F)F)C(=O)OC(C)(C)C tert-butyl (2S)-2-(hydroxymethyl)-4-(4-(trifluoromethyl)phenyl)pyrrolidine-1-carboxylate